2,3-DIHYDRO-ISOINDOL-1-ON C1(NCC2=CC=CC=C12)=O